7-(4-(6-([1,1'-biphenyl]-4-yl)dibenzo[b,d]thiophen-4-yl)phenyl)-5,9-dioxa-13b-boranaphtho[3,2,1-de]anthracene C1(=CC=C(C=C1)C1=CC=CC=2C3=C(SC21)C(=CC=C3)C3=CC=C(C=C3)C=3C=C2OC=1C=CC=CC1B1C2=C(C3)OC=3C=CC=CC31)C3=CC=CC=C3